oxidovanadium(IV) pentahydrate O.O.O.O.O.O=[V+2]